BrC=1C=NN(C1)CC12CC3(CC(CC(C1)C3)(C2)C)C 4-bromo-1-{[3,5-dimethyltricyclo[3.3.1.13,7]dec-1-yl]methyl}-1H-pyrazole